C(C)NCCC1=CNC=2C=CC3=C(C12)CCCO3 1-(2-(ethylamino)ethyl)-8,9-dihydropyrano[3,2-e]indole